ClC=1C(=NC(=NC1)NC1CCOCC1)C1=CC=C2CN(C(C2=C1)=O)CC(N1CCC2=C(CC1)C=CC=C2)=O 6-{5-chloro-2-[(oxan-4-yl)amino]pyrimidin-4-yl}-2-[2-oxo-2-(2,3,4,5-tetrahydro-1H-3-benzazepin-3-yl)ethyl]-2,3-dihydro-1H-isoindol-1-one